N,N-dimethyl-1-(4-(1-methyl-2-(3-(methylsulfonyl)phenyl)-1H-benzo[d]imidazol-6-yl)benzyl)piperidin-4-amine CN(C1CCN(CC1)CC1=CC=C(C=C1)C=1C=CC2=C(N(C(=N2)C2=CC(=CC=C2)S(=O)(=O)C)C)C1)C